[Si](C)(C)(C(C)(C)C)OC=1C=C(C(=C(C1)[C@@H](C)N[S@](=O)C(C)(C)C)F)C(F)F (R)-N-((R)-1-(5-((tert-Butyldimethylsilyl)oxy)-3-(difluoromethyl)-2-fluorophenyl)ethyl)-2-methylpropane-2-sulfinamide